C1=NC(=C2C(=N1)N(C=N2)[C@H]3[C@@H](C(=O)[C@H](O3)COP(=O)(O)OP(=O)(O)OP(=O)(O)O)O)N The molecule is a ribonucleotide that is the 3'-dehydro derivative of adenosine 5'-triphosphate. It is a ribonucleotide and a secondary alpha-hydroxy ketone. It derives from an ATP.